6-[(1E)-2-[4-(4-fluorophenyl)-6-isopropyl-2-(methylsulfonylamino)-pyrimidin-5-yl]vinyl]-2,2-dimethyl-1,3-dioxane-4-acetic acid tert-butyl ester C(C)(C)(C)OC(CC1OC(OC(C1)\C=C\C=1C(=NC(=NC1C(C)C)NS(=O)(=O)C)C1=CC=C(C=C1)F)(C)C)=O